[1-[4-(azetidin-3-yl)phenyl]cyclopropyl]methanol N1CC(C1)C1=CC=C(C=C1)C1(CC1)CO